BrC1=CC=2C(=NC=CC2Br)N1S(=O)(=O)C1=CC=CC=C1 2,4-dibromo-1-(phenylsulfonyl)-1H-pyrrolo[2,3-b]pyridine